C1=2N(CC=3C=CC=CC3C#CC2C=CC=C1)C(CCC(=O)O)=O 4-{2-Azatricyclo[10.4.0.04,9]hexadeca-1(12),4(9),5,7,13,15-hexaen-10-yn-2-yl}-4-oxobutanoic acid